ClC=1C=CC=C2C=C(C=NC12)NC1=NC(=NC=C1)NC1=C(C=C(C=C1)N1CCN(CC1)C)OC 4-(8-chloro-3-quinolylamino)-2-[2-methoxy-4-(4-methyl-1-piperazinyl)phenylamino]pyrimidine